3-(N-((4-fluoro-2-(2-isopropoxypyridin-4-yl)-6-isopropylphenyl)carbamoyl)sulfamoyl)-N,N-bis(2-methoxyethyl)-1-methyl-1H-pyrazole-5-carboxamide sodium salt [Na].FC1=CC(=C(C(=C1)C(C)C)NC(=O)NS(=O)(=O)C1=NN(C(=C1)C(=O)N(CCOC)CCOC)C)C1=CC(=NC=C1)OC(C)C